C(C)(=O)OC=1C(=C(C(=O)OC)C=C(C1)Br)C methyl 3-acetoxy-5-bromo-2-methyl-benzoate